C(C)N1C(C(N(CC1)C(=O)OC(C)(C)C)C1=C(C=CC=C1)C(C)C)=O tert-butyl 4-ethyl-2-(2-isopropylphenyl)-3-oxopiperazine-1-carboxylate